5-((5-(2-(((1R,3S)-3-aminocyclopentyl)oxy)-6-cyclobutoxyphenyl)-1H-pyrazol-3-yl)amino)pyrazine-2-carbonitrile N[C@@H]1C[C@@H](CC1)OC1=C(C(=CC=C1)OC1CCC1)C1=CC(=NN1)NC=1N=CC(=NC1)C#N